6-(6-ethoxypyridin-3-yl)-N-(2-(5-methoxy-2-methylpyridin-3-yl)ethyl)pyrazine-2-carboxamide C(C)OC1=CC=C(C=N1)C1=CN=CC(=N1)C(=O)NCCC=1C(=NC=C(C1)OC)C